E-3-chloro-6-(6-ethoxypyridin-2-yl)-5H-pyrrolo[2,3-b]pyrazine ClC1=CN=C2C(=N1)NC(=C2)C2=NC(=CC=C2)OCC